amino-7-azaindole C1=CC2=C(NC(=C2)N)N=C1